((4aR,6aS,7S)-4a,6a-dimethyl-2-oxo-2,4a,4b,5,6,6a,7,8,9,9a,9b,10,11,11a-tetradecahydro-1H-indeno[5,4-f]quinolin-7-yl)methyl (4-(trifluoromethyl)phenyl) carbonate C(OC[C@H]1CCC2[C@@]1(CCC1[C@]3(C=CC(NC3CCC12)=O)C)C)(OC1=CC=C(C=C1)C(F)(F)F)=O